SCC(=O)OCCOCCO diethyleneglycol (2-mercaptoacetate)